O1C(CCCC1)N1N=CC(=C1)B1OC(C(O1)(C)C)(C)C (tetrahydro-2h-pyran-2-yl)-4-(4,4,5,5-tetramethyl-1,3,2-dioxaborolan-2-yl)-1h-pyrazole